C(#N)C=1C(=CC(=C(C(=O)NC=2C=NC=CC2)C1)S(=O)(=O)C)S(=O)(=O)C 5-Cyano-2,4-dimethanesulfonyl-N-(pyridin-3-yl)benzamide